(R)-N-(4-(4-amino-1-(1-cyclopropyl-2-fluoroethyl)-7-oxo-6,7-dihydro-1H-pyrazolo[3,4-d]pyridazin-3-yl)benzyl)-5-fluoro-2-methoxybenzamide NC=1C2=C(C(NN1)=O)N(N=C2C2=CC=C(CNC(C1=C(C=CC(=C1)F)OC)=O)C=C2)[C@@H](CF)C2CC2